ClC1=NNC2=C(C=CC=C12)[N+](=O)[O-] 3-chloro-7-nitro-1H-indazole